methyl 2-(3-(7-(chlorosulfonyl)-3,4-dihydro-2H-benzo[b][1,4]oxazine-4-carbonyl)phenyl)acetate ClS(=O)(=O)C=1C=CC2=C(OCCN2C(=O)C=2C=C(C=CC2)CC(=O)OC)C1